5'-bromo-1'-[(cis)-3-hydroxy-3-methylcyclobutyl]-1',2'-dihydrospiro[cyclopropane-1,3'-pyrrolo[2,3-b]pyridin]-2'-one BrC=1C=C2C(=NC1)N(C(C21CC1)=O)C1CC(C1)(C)O